4-(2-(dimethylamino)pyridin-4-yl)isoindolin-1-one CN(C1=NC=CC(=C1)C1=C2CNC(C2=CC=C1)=O)C